8-(2-chlorophenyl)-9-(4-(4-formylpiperidin-1-yl)phenyl)-6,7-dihydro-5H-benzo[7]annulene-3-carboxylic acid ClC1=C(C=CC=C1)C=1CCCC2=C(C1C1=CC=C(C=C1)N1CCC(CC1)C=O)C=CC(=C2)C(=O)O